C[SiH](N([Si](N([Si](C)(C)C)C)(C)C)C)C nonamethyl-trisilazane